4-(9-((1R,5S)-3,8-diazabicyclo[3.2.1]octan-3-yl)-5-fluoro-2-((2R,7aS)-2-fluorotetrahydro-1H-pyrrolizin-7a(5H)-yl)oxazolo[5,4-b][1,6]naphthyridin-6-yl)-5-ethynyl-6-fluoronaphthalen-2-ol [C@H]12CN(C[C@H](CC1)N2)C2=C1C(=NC=3C(=C(N=CC23)C2=CC(=CC3=CC=C(C(=C23)C#C)F)O)F)OC(=N1)[C@]12CCCN2C[C@@H](C1)F